OC1(CC=CC=C1)[N-]C(=O)OCC N-1-hydroxyphenyl-2-ethylcarboxyamide